5-bromo-N-phenylthiophene-2-sulfonamide BrC1=CC=C(S1)S(=O)(=O)NC1=CC=CC=C1